tert-Butyl ((1-(2-(2,6-dioxo-1-((2-(trimethylsilyl)ethoxy)methyl)piperidin-3-yl)-1-oxoisoindolin-4-yl)pyrrolidin-3-yl)methyl)carbamate O=C1N(C(CCC1N1C(C2=CC=CC(=C2C1)N1CC(CC1)CNC(OC(C)(C)C)=O)=O)=O)COCC[Si](C)(C)C